1,3-dichloro-5-ethyl-5-methylhydantoin ClN1C(=O)N(C(=O)C1(C)CC)Cl